6-[5-(difluoromethyl)-1,3,4-oxadiazol-2-yl]-2-[(1RS,2SR)-1-(4-fluorophenyl)-2-(6-fluoropyridin-3-yl)-2-hydroxyethyl]-2,3-dihydro-1H-isoindol-1-one FC(C1=NN=C(O1)C1=CC=C2CN(C(C2=C1)=O)[C@@H]([C@@H](O)C=1C=NC(=CC1)F)C1=CC=C(C=C1)F)F |r|